(R)-2-amino-3-phenylpropyl carbamate hydrochloride Cl.C(N)(OC[C@@H](CC1=CC=CC=C1)N)=O